C(C)OC(=O)C1=C(C2=C(N=C(S2)C2CC2)N1)Br 6-bromo-2-cyclopropyl-4H-pyrrolo[2,3-d]thiazole-5-carboxylic acid ethyl ester